FC1=C(C=C(C=C1)F)OC 2,5-difluoroanisole